C(C1=CC=CC=C1)OC=1C=CC2=C(C(=C(S2)C)C(=O)NC2CN(CC2)C)C1 5-(benzyloxy)-2-methyl-N-(1-methylpyrrolidin-3-yl)-1-benzothiophene-3-carboxamide